[Si](C)(C)(C(C)(C)C)OCCN(CCOC=1C=C2CCC(NC2=CC1)=O)CC=1C=NN(C1)C 6-[2-[2-[tert-butyl(dimethyl)silyl]oxyethyl-[(1-methylpyrazol-4-yl)methyl]amino]ethoxy]-3,4-dihydro-1H-quinolin-2-one